(S)-tert-Butyl (1,4-dimethyl-6-oxo-4-(8-(prop-1-yn-1-yl)dibenzo[b,d]thiophen-2-yl)tetrahydropyrimidin-2(1H)-ylidene)carbamate CN1C(N[C@@](CC1=O)(C1=CC2=C(SC3=C2C=C(C=C3)C#CC)C=C1)C)=NC(OC(C)(C)C)=O